OC1=CC(=C(C=C1OC)C1=CN(C(C2=CN=CC=C12)=O)C)OC 4-(4-hydroxy-2,5-dimethoxyphenyl)-2-methyl-2,7-naphthyridin-1(2H)-one